3-cyano-5-(dimethylamino)-N-[(1s,4s)-4-{[2-(trifluoromethyl)quinolin-4-yl]amino}cyclohexyl]benzamide C(#N)C=1C=C(C(=O)NC2CCC(CC2)NC2=CC(=NC3=CC=CC=C23)C(F)(F)F)C=C(C1)N(C)C